phenol pyrophosphate OP(O)(=O)OP(=O)(O)O.C1(=CC=CC=C1)O